ClC1=NC(=C2N=CN(C2=N1)[C@@H]1O[C@@H]([C@H]([C@H]1O)O)CO)N1CC2(CCC3=CC=CC=C23)C1 (2R,3R,4S,5R)-2-(2-chloro-6-spiro[azetidine-3,1'-indane]-1-yl-purin-9-yl)-5-(hydroxymethyl)tetrahydrofuran-3,4-diol